o-toluylsulfonate C1(=C(C=CC=C1)S(=O)(=O)[O-])C